CC(C)C(C(CCC=C)=O)(C)C 2,3,3-trimethyloct-7-en-4-one